2-((2S,6r)-2,6-dimethyl-4-(2-(5-methyl-4-nitro-2-vinylphenoxy)ethyl)piperazin-1-yl)acetic acid tert-butyl ester C(C)(C)(C)OC(CN1[C@H](CN(C[C@H]1C)CCOC1=C(C=C(C(=C1)C)[N+](=O)[O-])C=C)C)=O